BrC=1C(=C2C(=NC1)N(C[C@]21C[C@@]2(CC1)OC2)CC2=CC=C(C=C2)OC)Cl |r| (2RS,3'RS)-5''-bromo-4''-chloro-1''-(4-methoxybenzyl)-1'',2''-dihydrodispiro[oxirane-2,1'-cyclopentane-3',3''-pyrrolo[2,3-b]pyridine]